5-(3-chlorophenyl)-5-(2-(pyridin-4-yl)ethyl)furan-2(5H)-one ClC=1C=C(C=CC1)C1(C=CC(O1)=O)CCC1=CC=NC=C1